2-chloro-3-methylpyrimidin ClC1N=CC=CN1C